phenyl-(4-methoxyphenyl)iodonium hexafluoroarsenate F[As-](F)(F)(F)(F)F.C1(=CC=CC=C1)[I+]C1=CC=C(C=C1)OC